5-Bromo-N-methyl-2-[4-(trifluoromethoxy)phenyl]-1,2,4-triazol-3-amin BrC=1N=C(N(N1)C1=CC=C(C=C1)OC(F)(F)F)NC